6-chloro-4-((2-methoxyphenyl)amino)-N-methyl-N-phenylpyridinamide ClC1=CC(=CC(=N1)C(=O)N(C1=CC=CC=C1)C)NC1=C(C=CC=C1)OC